ClC1=CC=CC2=C1NC(=N2)C(=O)N2C(C=1N(CC2)N=CC1N(C)C)C (7-chloro-1H-benzo[d]imidazol-2-yl)(3-(dimethylamino)-4-methyl-6,7-dihydropyrazolo[1,5-a]pyrazin-5(4H)-yl)methanone